C(C)(=O)NC1=CC=C(C=C1)C=1NC2=CC=C(C=C2C1)NC([C@H]1N(CCC1)C([C@@H](C1=CC=CC=C1)N1CCOCC1)=O)=O N-{2-[4-(acetyl-amino)phenyl]-1H-indol-5-yl}-1-[(2R)-2-(morpholin-4-yl)-2-phenyl-acetyl]-L-prolinamide